(((5s,7r)-3-(5-(2-hydroxypropan-2-yl)pyrazin-2-yl)-7-methoxy-2-oxo-1-oxa-3-azaspiro[4.5]decan-7-yl)methyl)-1H-benzo[d]imidazole-6-carbonitrile OC(C)(C)C=1N=CC(=NC1)N1C(O[C@]2(C1)C[C@@](CCC2)(OC)CN2C=NC1=C2C=C(C=C1)C#N)=O